C(C)(C)(C)OC(=O)NC1CC(C1)F 1-(N-(t-butoxycarbonyl)amino)-3-fluorocyclobutan